NC(CN(C(O)=O)C(=O)N)CC1=CC=C(C=C1)[N+](=O)[O-].CC(C)(C=CC(C)(OOC(C)(C)C)C)OOC(C)(C)C 2,5-dimethyl-2,5-di(t-butyl-peroxy)hexene 2-Amino-3-(4-nitrophenyl)propyl-(aminocarbonyl)carbamate